(2R)-N-[2-(1-benzylpiperidin-4-yl)ethyl]-2-methyl-4-[2-(trifluoromethyl)pyridin-4-yl]piperazine-1-carboxamide C(C1=CC=CC=C1)N1CCC(CC1)CCNC(=O)N1[C@@H](CN(CC1)C1=CC(=NC=C1)C(F)(F)F)C